C(C)(=O)C1=CC=C(C=C1)S(=O)(=O)N(C(OC(C)(C)C)=O)C tert-Butyl ((4-acetylphenyl)sulfonyl)(methyl)carbamate